BrC=1C(=C(OC2=CC=C(C=C2)C(CCCO)C)C=CC1)C 4-[4-(3-bromo-2-methyl-phenoxy)phenyl]pentan-1-ol